ClC1=C(C(=CC=C1)Cl)N1N=C(C(=C1)NC=1C=NC(=CC1)C(=O)N1CCCC1)C(=O)N 1-(2,6-dichlorophenyl)-4-((6-(pyrrolidine-1-carbonyl)pyridin-3-yl)amino)-1H-pyrazole-3-carboxamide